ClC1=NC=C(C(=C1)C1=C(C=NC(=C1)C)C(=O)NC=1SC2=C(N1)CN(C2)C(=O)C2=CC(=NN2C)CC)OC 2'-chloro-N-(5-(3-ethyl-1-methyl-1H-pyrazole-5-carbonyl)-5,6-dihydro-4H-pyrrolo[3,4-d]thiazol-2-yl)-5'-methoxy-6-methyl-[4,4'-bipyridine]-3-carboxamide